S1C(=CC2=C1C=CC=C2)CN 1-benzothiophene-2-methylamine